β-D-glucuronamide O[C@H]1[C@H](O)[C@@H](O)[C@H](O)[C@H](O1)C(=O)N